OC1=CC(=NN1C1=CC=CC=C1)C1=CC=C(C=C1)C=1C=CC(NC1)=O 5-(4-(5-hydroxy-1-phenyl-1H-pyrazol-3-yl)phenyl)pyridin-2(1H)-one